(2S)-4-[(tert-butoxy)carbonyl]-6-hydroxy-6-methyl-1,4-oxazocane-2-carboxylic acid C(C)(C)(C)OC(=O)N1C[C@H](OCCC(C1)(C)O)C(=O)O